(pyridin-3-yl)-3,4-dihydroquinazolin N1=CC(=CC=C1)C1=NC2=CC=CC=C2CN1